C(N)(OC(CN(CCC(NCCNC(OC(C)(C)C)=O)=O)CCC(=O)NCCNC(=O)OC(C)(C)C)CC1=CC=CC=C1)=O benzyl(12-(3-((2-((tert-butoxycarbonyl)amino)ethyl)amino)-3-oxopropyl)-2,2-dimethyl-4,9-dioxo-3-oxa-5,8,12-triazatetradecan-14-yl) carbamate